FC1=C(C=CC(=C1)F)NC(CCCOC1=CC(N(C2=CC=CC=C12)C)=O)=O N-(2,4-difluorophenyl)-4-((1-methyl-2-oxo-1,2-dihydroquinolin-4-yl)oxy)butyramide